2-cyclopropyl-2H-thieno[3,2-c]pyrazole-5-carboxylic acid C1(CC1)N1N=C2C(=C1)SC(=C2)C(=O)O